6-(3-chlorophenyl)-4-oxo-2-thioxo-1,2,3,4-tetrahydropyrimidine-5-carbonitrile ClC=1C=C(C=CC1)C1=C(C(NC(N1)=S)=O)C#N